dimethylmethoxysilan C[SiH](OC)C